4-(4-methoxy-2-methylthieno[3,2-e]benzofuran-7-yl)-4-oxobutanoic acid COC1=CC2=C(C=3C=C(OC31)C)C=C(S2)C(CCC(=O)O)=O